(1R,3S,5R)-N-(6-bromo-3-methylpyridin-2-yl)-5-(methyl-d3)-2-azabicyclo[3.1.0]hexane-3-carboxamide TFA salt OC(=O)C(F)(F)F.BrC1=CC=C(C(=N1)NC(=O)[C@H]1N[C@@H]2C[C@@]2(C1)C([2H])([2H])[2H])C